Br/C=C/[Si](C)(C)C (E)-(2-bromovinyl)trimethylsilane